2-bromo-1,3,5-trifluoro-4-nitrobenzene BrC1=C(C=C(C(=C1F)[N+](=O)[O-])F)F